trichloro-p-Chlorophenylsulfone ClC=1C(=C(C(=C(C1)S(=O)(=O)C1=C(C(=C(C(=C1)Cl)Cl)Cl)Cl)Cl)Cl)Cl